tert-butyl (2-((5-((4-(bis(4-methoxybenzyl)amino)-2-((tetrahydrofuran-3-yl)methoxy)imidazo[2,1-f][1,2,4]triazin-7-yl)(hydroxy)methyl)pyridin-2-yl)oxy)ethyl)(methyl)carbamate COC1=CC=C(CN(C2=NC(=NN3C2=NC=C3C(C=3C=CC(=NC3)OCCN(C(OC(C)(C)C)=O)C)O)OCC3COCC3)CC3=CC=C(C=C3)OC)C=C1